1,3-dimethyl-3-(2,3,4,5,6-pentafluorophenoxy)azetidine CN1CC(C1)(OC1=C(C(=C(C(=C1F)F)F)F)F)C